naphtho[1,2-b]benzofuran-4-boronic acid C1=CC=C(C=2C=CC3=C(OC4=C3C=CC=C4)C12)B(O)O